1,1-dimethyl-2-propenylmethyldimethoxysilane CC(C=C)(C)[Si](OC)(OC)C